C(CCCCCCC)SC(C)O (octylthio)ethanol